5'-(difluoromethyl)-2H-[1,3'-bipyridin]-2-one FC(C=1C=C(C=NC1)N1C(C=CC=C1)=O)F